butyldimethylsilyl chloride C(CCC)[Si](C)(C)Cl